FC(C=1C=C(C=CC1F)C=1C=C2C(=NC1)C=NN2CC(=O)N2CC(C2)OCC)F 2-[6-[3-(Difluoromethyl)-4-fluoro-phenyl]pyrazolo[4,3-b]pyridin-1-yl]-1-(3-ethoxyazetidin-1-yl)ethanone